C(C)(C)(C)OC(=O)N1C[C@H]2CN(C[C@@]2(C1)C)CC1=CC=CC=C1 Trans-5-benzyl-3a-methyl-hexahydropyrrolo[3,4-c]pyrrole-2(1H)-carboxylic acid tert-butyl ester